(R)-2-Acetyl-6-(ethylsulfonyl)-N-(4-(perfluoropropan-2-yl)phenyl)-1,2,3,4-tetrahydroisoquinoline-1-carboxamide C(C)(=O)N1[C@H](C2=CC=C(C=C2CC1)S(=O)(=O)CC)C(=O)NC1=CC=C(C=C1)C(C(F)(F)F)(C(F)(F)F)F